ClC1=C(C(=O)N(C)C)C=CC(=C1)OCCC[C@@H](C)C1CCNCC1 |o1:16| (R or S)-2-chloro-N,N-dimethyl-4-(4-(piperidin-4-yl)pentyloxy)benzamide